3-(m-tolyl)acrylic acid C1(=CC(=CC=C1)C=CC(=O)O)C